5-butyl-8,9-dihydro-6H-pyrano[3,4-e][1,2,4]triazolo[4,3-a]pyrazin-4(5H)-one C(CCC)N1C(C=2N(C3=C1COCC3)C=NN2)=O